tert-butyl 4-(6-(((4R,8S,9aS)-2-(8-cyanoquinolin-5-yl)-4-methyloctahydro-2H-pyrido[1,2-a]pyrazin-8-yl)oxy)pyridin-3-yl)piperazine-1-carboxylate C(#N)C=1C=CC(=C2C=CC=NC12)N1C[C@H]2N([C@@H](C1)C)CC[C@@H](C2)OC2=CC=C(C=N2)N2CCN(CC2)C(=O)OC(C)(C)C